4-((2-(azetidin-1-ylmethyl)-6-fluorobenzyl)amino)-2,6-difluoro-N-(isothiazol-3-yl)benzenesulfonamide 2,2,2-trifluoroacetate FC(C(=O)O)(F)F.N1(CCC1)CC1=C(CNC2=CC(=C(C(=C2)F)S(=O)(=O)NC2=NSC=C2)F)C(=CC=C1)F